6-methyl-3-(prop-1-en-2-yl)-1-(tetrahydro-2H-pyran-2-yl)-1H-thieno[3,2-c]pyrazole CC1=CSC2=C1N(N=C2C(=C)C)C2OCCCC2